(4-(4-fluoro-3-trifluoromethylphenoxy)-2,5-dimethylphenyl)-N-ethyl-N-methylmethylformamidine FC1=C(C=C(OC2=CC(=C(C=C2C)N=C(N(C)CC)C)C)C=C1)C(F)(F)F